2-n-butyl-4,7-dibromo-5,6-difluorobenzotriazol C(CCC)N1N=C2C(=N1)C(=C(C(=C2Br)F)F)Br